1-[(2S)-5-(tert-butoxy)-2-[2-(2,5-dioxopyrrol-1-yl)acetamido]-5-oxopentanamido]-3,6,9,12,15,18,21,24-octaoxaheptacosan-27-oic acid C(C)(C)(C)OC(CC[C@@H](C(=O)NCCOCCOCCOCCOCCOCCOCCOCCOCCC(=O)O)NC(CN1C(C=CC1=O)=O)=O)=O